C[N+](CCCCCCCCCCCC[N+](C)(C)C)(C)C dodecamethylenebis(trimethylammonium)